C(C)(C)[Si](C#CC=1CC(N=C2N=CN=CC21)=O)(C(C)C)C(C)C 5-[2-(triisopropylsilyl)ethynyl]pyrido[2,3-d]pyrimidin-7-one